ClC=1C(=C2C(=CC(=NC2=CC1)C(=O)OCC)C(C)C)C ethyl 6-chloro-4-isopropyl-5-methylquinoline-carboxylate